BrC=1C=C(OC2=C(C=C(C=C2C)F)C)C=C(C1)C(F)(F)F 2-(3-Bromo-5-(trifluoromethyl)phenoxy)-5-fluoro-1,3-dimethylbenzene